ethyl 2-(6-methylpyridin-2-yl)-1H-imidazole-4-carboxylate CC1=CC=CC(=N1)C=1NC=C(N1)C(=O)OCC